(1R,3S)-3-(3-{[(5-methoxypyrazin-2-yl)acetyl]amino}-1H-pyrazol-5-yl)cyclopentyl [(3ξ)-3-methyltetrahydrofuran-3-yl]carbamate CC1(COCC1)NC(O[C@H]1C[C@H](CC1)C1=CC(=NN1)NC(CC1=NC=C(N=C1)OC)=O)=O